N-[2-(2-aminoethoxy)ethyl]-4-[[3-[1-(2,2-difluoroethyl)-3-(trifluoromethyl)pyrazol-4-yl]imidazo[1,2-a]pyrazin-8-yl]amino]-2-ethylbenzamide NCCOCCNC(C1=C(C=C(C=C1)NC=1C=2N(C=CN1)C(=CN2)C=2C(=NN(C2)CC(F)F)C(F)(F)F)CC)=O